N-(6-(2H-1,2,3-triazol-2-yl)-5-(trifluoromethyl)pyridin-3-yl)-2'-bromo-5-chloro-2,4'-difluoro-[1,1'-biphenyl]-4-carboxamide N=1N(N=CC1)C1=C(C=C(C=N1)NC(=O)C1=CC(=C(C=C1Cl)C1=C(C=C(C=C1)F)Br)F)C(F)(F)F